tert-butyl 4-[[3-fluoro-5-(4,4,5,5-tetramethyl-1,3,2-dioxaborolan-2-yl)phenyl]methyl]piperazine-1-carboxylate FC=1C=C(C=C(C1)B1OC(C(O1)(C)C)(C)C)CN1CCN(CC1)C(=O)OC(C)(C)C